4-(phenylmethyl)benzoic acid C1(=CC=CC=C1)CC1=CC=C(C(=O)O)C=C1